COC=1C=C(C[C@H](N)C(=O)[O-])C=CC1 3-methoxyphenylalaninate